7-bromo-2H-benzo[e][1,2,4]thiadiazine-1,1-dioxide BrC1=CC2=C(N=CNS2(=O)=O)C=C1